ClC=1C=C(C=C2C=CC(=NC12)NC1=NC=CC(=C1)C(F)(F)F)OCCCN1CCCCC1 8-chloro-6-(3-(piperidin-1-yl)propoxy)-N-(4-(trifluoromethyl)pyridin-2-yl)quinolin-2-amine